BrC1=CSC2=C1N=C(N=C2NC=2N=CN(C2)C2=CC=CC=C2)N2[C@@H](CCC2)CO (S)-(1-(7-bromo-4-(1-phenyl-1H-imidazol-4-ylamino)thieno[3,2-d]pyrimidin-2-yl)pyrrolidin-2-yl)methanol